1,3,4,5,6,7-hexaphenylisobenzofuran C1(=CC=CC=C1)C=1OC(=C2C(=C(C(=C(C12)C1=CC=CC=C1)C1=CC=CC=C1)C1=CC=CC=C1)C1=CC=CC=C1)C1=CC=CC=C1